3-[2-(1-chloro-cyclopropyl)-3-(2-fluorophenyl)-2-hydroxy-propyl]imidazole-4-carbonitrile ClC1(CC1)C(CN1C=NC=C1C#N)(CC1=C(C=CC=C1)F)O